BrC=1C=C2CC[C@@]3(C2=CC1)NC(NC3=O)=O (S)-5'-bromo-2',3'-dihydrospiro[imidazolidine-4,1'-indene]-2,5-dione